7-[(3S,5S)-3,5-dimethylpiperazin-1-yl]pyrido[1,2-a]pyrimidin-4-one C[C@H]1CN(C[C@@H](N1)C)C=1C=CC=2N(C(C=CN2)=O)C1